C(C)NC=1N=CC2=C(N1)NC=C2C=2C=C(C=1N(C2)C=CN1)F N-ethyl-5-(8-fluoroimidazo[1,2-a]pyridin-6-yl)-7H-pyrrolo[2,3-d]pyrimidin-2-amine